ClC1=C(C=NC2=NC(=CC=C12)OC)/C=C/C(=O)OCC (E)-ethyl 3-(4-chloro-7-methoxy-1,8-naphthyridin-3-yl)acrylate